2-(5-(3-cyclopropylpropyl)-4-(3-fluoro-4-sulfamoylbenzyl)-3-(3-((5-methylthiophen-2-yl)ethynyl)phenyl)-1H-pyrazol-1-yl)thiazole-4-carboxylic acid C1(CC1)CCCC1=C(C(=NN1C=1SC=C(N1)C(=O)O)C1=CC(=CC=C1)C#CC=1SC(=CC1)C)CC1=CC(=C(C=C1)S(N)(=O)=O)F